C(C)[C@@H]1N(C[C@H](N(C1)C(C)C1=NC(=CC=C1)OC)CC)C=1C2=C(N(C(N1)=O)C)C=CC(=N2)C#N 4-((2s,5r)-2,5-diethyl-4-(1-(6-methoxypyridin-2-yl)ethyl)piperazin-1-yl)-1-methyl-2-oxo-1,2-dihydropyrido[3,2-d]pyrimidine-6-carbonitrile